ClC=1C(=NC(=NC1)N1[C@H](CN[C@H](C1)C)C)N1CC(C1)C(=O)NC(C)(C)C1=CN=C2N1C=CC=C2 1-(5-chloro-2-((2S,5S)-2,5-dimethylpiperazin-1-yl)pyrimidin-4-yl)-N-(2-(imidazo[1,2-a]pyridin-3-yl)propan-2-yl)azetidine-3-carboxamide